5-(4-(5-chlorooxazolo[4,5-b]pyridin-2-yl)piperazine-1-carbonyl)-2-(2-neopentyl-2H-1,2,3-triazol-4-yl)benzonitrile ClC1=CC=C2C(=N1)N=C(O2)N2CCN(CC2)C(=O)C=2C=CC(=C(C#N)C2)C2=NN(N=C2)CC(C)(C)C